[C@H]12NC[C@H]([C@@H]1N1C(=CC=3C(=NC=4C(=C(C(=CC4C31)CCC#N)C3=CC(=CC1=CC=CC=C31)O)F)OCC)C(C)N3C(COCC3)=O)C2 3-(1-((1R,4R,5S)-2-azabicyclo[2.1.1]hexan-5-yl)-4-ethoxy-6-fluoro-7-(3-hydroxynaphthalen-1-yl)-2-(1-(3-oxo-N-morpholinyl)ethyl)-1H-pyrrolo[3,2-c]quinolin-8-yl)propionitrile